OCC1C(C1)C(C(=O)N1CCOC2=C(C1)C=NC=C2)(C)C 4-(2-(2-(hydroxymethyl)cyclopropyl)-2-methylpropanoyl)-2,3,4,5-tetrahydropyrido[3,4-f][1,4]oxazepine